N1=CC(=CC2=CC=CC=C12)[C@@H]1[C@H](C1)C=1C=2N(N=C(C1)C=1C(NC(NC1)=O)=O)C=CN2 5-(8-((1S,2S)-2-(quinolin-3-yl)cyclopropyl)imidazo[1,2-b]pyridazin-6-yl)pyrimidine-2,4(1H,3H)-dione